F[C@H]1CN(CC[C@H]1NC1=C2C=C(N(C2=CC=C1)CC(F)(F)F)C1=NN=C(S1)CNC(OCC1=CC=CC=C1)=O)C |r| (+/-)-benzyl ((5-(4-(((3S,4R)-3-fluoro-1-methylpiperidin-4-yl)amino)-1-(2,2,2-trifluoroethyl)-1H-indol-2-yl)-1,3,4-thiadiazol-2-yl)methyl)carbamate